5-(3-methylphenyl)-indole-3-acetic acid Disodium 2,6-naphthalenedisulfonate C1=C(C=CC2=CC(=CC=C12)S(=O)(=O)[O-])S(=O)(=O)[O-].[Na+].[Na+].CC=1C=C(C=CC1)C=1C=C2C(=CNC2=CC1)CC(=O)O